O1NCC1 1,2-oxazetidine